[Si](C)(C)(C(C)(C)C)OCCCC1=C(C(=NC=C1)C(C)C)N1C(NC(C2=C1N=C(C(=C2)Cl)Cl)=O)=O 1-(4-(3-((tert-butyldimethylsilyl)oxy)propyl)-2-isopropylpyridin-3-yl)-6,7-dichloropyrido[2,3-d]pyrimidine-2,4(1H,3H)-dione